OC1(CN(C1)C1=CC=C(C=N1)C1CN(C1)C(=O)N1CC2(C1)CC(C2)N2N=C(N=C2)C(F)(F)F)C(F)(F)F [3-[6-[3-hydroxy-3-(trifluoromethyl)azetidin-1-yl]-3-pyridyl]azetidin-1-yl]-[6-[3-(trifluoromethyl)-1,2,4-triazol-1-yl]-2-azaspiro[3.3]heptan-2-yl]methanone